N-(1-(2-(trifluoromethyl)pyrimidin-5-yl)ethyl)quinazolin-4-amine FC(C1=NC=C(C=N1)C(C)NC1=NC=NC2=CC=CC=C12)(F)F